4-chloro-1-((S)-4-(cyclopropanecarbonyl)-2-methylpiperazin-1-yl)-3-(2-fluoro-6-hydroxyphenyl)-6,6a,7,8,9,10-hexahydro-12H-pyrazino[2,1-c]pyrido[3,4-f][1,4]oxazepin-12-one ClC1=C(N=C(C=2C(N3C(COC21)CNCC3)=O)N3[C@H](CN(CC3)C(=O)C3CC3)C)C3=C(C=CC=C3O)F